2-methyloxazole-4-carboxamide CC=1OC=C(N1)C(=O)N